[C@H](C)(CC)NC=1N=CC2=C(N1)NC=C2C2=CC=1N(C=C2)N=CC1C(=O)NCC1CC(C1)(F)F (S)-5-(2-(sec-butylamino)-7H-pyrrolo[2,3-d]pyrimidin-5-yl)-N-((3,3-difluorocyclobutyl)methyl)pyrazolo[1,5-a]pyridine-3-carboxamide